CC1(OC(C(C(O1)=O)=CNC1=CC=C(C=C1)OC(F)(F)F)=O)C 2,2-dimethyl-5-[[4-(trifluoromethoxy)anilino]methylene]-1,3-dioxane-4,6-dione